2-(2-hydroxypropan-2-yl)oxazole-4-carbonitrile OC(C)(C)C=1OC=C(N1)C#N